C(C)(C)C1=C(NC2=CC=C(C=C12)C1CCN(CC1)CC(=O)N)C1=CC=C(C2=C1CCO2)OC 4-(3-isopropyl-2-(7-methoxy-2,3-dihydrobenzofuran-4-yl)-1H-indol-5-yl)piperidine-1-acetamide